5-(N-(2,3-dimethylphenyl)sulfamoyl)-3-methylbenzofuran-2-carboxylic acid ethyl ester C(C)OC(=O)C=1OC2=C(C1C)C=C(C=C2)S(NC2=C(C(=CC=C2)C)C)(=O)=O